NC1=C2C(=NC=N1)N(N=C2C=2C(=C(C=CC2)NS(=O)(=O)C2=CC(=C(C=C2)OC)Cl)F)C N-[3-(4-amino-1-methyl-1H-pyrazolo[3,4-d]pyrimidin-3-yl)-2-fluoro-phenyl]-3-chloro-4-methoxy-benzenesulfonamide